(S)-1'-(4-(4-(dimethoxymethyl)piperidin-1-yl)phenyl)-3',4'-dihydro-1'H-spiro[cyclohexane-1,2'-naphthalen]-6'-ol COC(C1CCN(CC1)C1=CC=C(C=C1)[C@@H]1C2(CCC3=CC(=CC=C13)O)CCCCC2)OC